CC1=C(C=NC(=C1)NC(C)C)C1=NN2C(N=CC=C2)=C1C(=O)N[C@@H]1C(NC2=C(C(=N1)C1=CC=CC=C1)C=CC=C2F)=O 2-[4-Methyl-6-(propan-2-ylamino)pyridin-3-yl]-N-[(3S)-9-fluoro-2-oxo-5-phenyl-1,3-dihydro-1,4-benzodiazepin-3-yl]pyrazolo[1,5-a]pyrimidine-3-carboxamide